ammonium tetra-fluoro-borate F[B-](F)(F)F.[NH4+]